6-azidolysine N(=[N+]=[N-])C(CCC[C@H](N)C(=O)O)N